C(C)C1=NC(=CC=C1)C(C)C 2-ethyl-6-(1-methylethyl)pyridine